C(N)(=O)C=1C(NC(N([C@]2([C@H](O)[C@H](O)[C@@H](CO)O2)C)C1)=O)=O 5-carbamoyl-methyl-uridine